O=C1C2(CCCN(C2)C2=CC=C(C=N2)C(=O)OC(C)(C)C)CCCCN1 tert-Butyl 6-(7-oxo-2,8-diazaspiro[5.6]dodecan-2-yl)pyridine-3-carboxylate